CC(C)C1=CC=C(C=C1)C(C=O)C 4-(1-methylethyl)-phenylpropionaldehyde